C1(=CC=CC=C1)N1C(=NC2=C1C1=CC=CC=C1C=1C=CC=CC12)C=1C=C(C=CC1)C1=CC=2N(C3=CC=CC=C3C2C=C1)C1=CC=C(C#N)C=C1 4-(2-(3-(1-phenyl-1H-phenanthro[9,10-d]imidazol-2-yl)phenyl)-9H-carbazole-9-yl)benzonitrile